CC1(N=C(OC1=O)C=C)C1=CC=CC=C1 4-methyl-4-phenyl-2-vinyl-4H-oxazol-5-one